O=C(CCC1CC(C1)C(=O)OC)C (1r*,3s*)-methyl 3-(3-oxobutyl)cyclobutanecarboxylate